FC1=CC=C(C(=O)NNC(=O)C2=CC=C(C(=O)N(CC3=CC(=C(C(=C3)OC)OC)OC)C3=CC=C(C=C3)OC)C=C2)C=C1 4-(2-(4-fluorobenzoyl)hydrazine-1-carbonyl)-N-(4-methoxyphenyl)-N-(3,4,5-trimethoxybenzyl)benzamide